(2-(2-aminopyrimidin-5-yl)-6-morpholinopyridin-4-yl)(phenyl)methanone NC1=NC=C(C=N1)C1=NC(=CC(=C1)C(=O)C1=CC=CC=C1)N1CCOCC1